FC(CN1N=NC2=C1C=C(C=C2)C=2C=CN1N=C(N=C(C12)OC)NC1CCN(CC1)C1COC1)(C)F 5-(1-(2,2-difluoropropyl)-1H-benzo[d][1,2,3]triazol-6-yl)-4-methoxy-N-(1-(oxetan-3-yl)piperidin-4-yl)pyrrolo[2,1-f][1,2,4]triazin-2-amine